NC1=NC(=CC(=N1)N1[C@@H](COCCC1)C=1C=C(C=CC1Cl)N1C(CCC1)=O)C |r| (+/-)-1-[3-[4-(2-amino-6-methyl-pyrimidin-4-yl)-1,4-oxazepan-3-yl]-4-chloro-phenyl]pyrrolidin-2-one